4-azido-1-(trifluoromethyl)benzene N(=[N+]=[N-])C1=CC=C(C=C1)C(F)(F)F